4-amino-2-hydroxy-benzoic acid phenyl ester C1(=CC=CC=C1)OC(C1=C(C=C(C=C1)N)O)=O